(2-chloro-4-fluoro-3-methoxyphenyl)boronic acid ClC1=C(C=CC(=C1OC)F)B(O)O